(R)-2-((2-(3,4-Dimethoxyphenyl)-3-isopropyl-1H-indol-5-yl)oxy)-N-(pyrrolidin-3-yl)acetamid COC=1C=C(C=CC1OC)C=1NC2=CC=C(C=C2C1C(C)C)OCC(=O)N[C@H]1CNCC1